N1=CC=C(C)C2=CC=CC=C12 lepidin